5-(3-Hydroxy-4-methoxybenzyl)pyrimidine-2,4,6(1H,3H,5H)-trione OC=1C=C(CC2C(NC(NC2=O)=O)=O)C=CC1OC